FC1=CC=C(C(=O)NC2=NC=CC(=C2)N2C(=NC=3C2=NC(=CC3)N3CCNCC3)C3=CC=C(C=C3)F)C=C1 4-Fluoro-N-[4-[2-(4-fluorophenyl)-5-piperazin-1-yl-imidazo[4,5-b]pyridin-3-yl]-2-pyridyl]benzamide